N-(4-azidobutyl)-5-(3-chloro-4-((2,5-dimethylphenyl)amino)-2-methylquinolin-6-yl)picolinamide N(=[N+]=[N-])CCCCNC(C1=NC=C(C=C1)C=1C=C2C(=C(C(=NC2=CC1)C)Cl)NC1=C(C=CC(=C1)C)C)=O